(2R,11aR)-2-((tert-Butyldiphenylsilyl)oxy)-6-isopropoxy-8-methyl-2,3,11,11a-tetrahydro-1H,5H-benzo[f]pyrrolo[2,1-c][1,4]oxazepin [Si](C1=CC=CC=C1)(C1=CC=CC=C1)(C(C)(C)C)O[C@@H]1C[C@@H]2COC3=C(CN2C1)C(=CC(=C3)C)OC(C)C